C(C=C)(=O)N1CC2(C1)CN(CC2)C2=NC(=NC(=C2C#N)C2=C1C=NNC1=CC=C2C)C#CN(C)C 4-(2-acryloyl-2,6-diazaspiro[3.4]octan-6-yl)-2-((dimethylamino)eth-ynyl)-6-(5-methyl-1H-indazol-4-yl)pyrimidine-5-carbonitrile